N-{6-[(3-cyclopropyl-1H-pyrazol-5-yl)amino]-5-methoxy-1,2-benzoxazol-3-yl}-2,6-dimethoxy-4-(1-methylpiperidin-4-yl)benzene-1-sulfonamide C1(CC1)C1=NNC(=C1)NC1=CC2=C(C(=NO2)NS(=O)(=O)C2=C(C=C(C=C2OC)C2CCN(CC2)C)OC)C=C1OC